N-Ethyl-N-(2-hydroxyethyl)aniline C(C)N(C1=CC=CC=C1)CCO